[Si](C)(C)(C(C)(C)C)OCC(OC=1C=2N(C=C(C1)C=1N=NN(C1C)[C@@H]1[C@H](CN(CC1)C(=O)OC(C)(C)C)F)N=CC2)C2=NC=C(C=C2)F tert-Butyl (3S,4S)-4-[4-[4-[2-[tert-butyl (dimethyl)silyl]oxy-1-(5-fluoro-2-pyridyl)ethoxy] pyrazolo[1,5-a]pyridin-6-yl]-5-methyl-triazol-1-yl]-3-fluoro-piperidine-1-carboxylate